1,1'-diheptyl-4,4'-bipyridinium dibromide [Br-].[Br-].C(CCCCCC)[N+]1=CC=C(C=C1)C1=CC=[N+](C=C1)CCCCCCC